(3S,4S)-1-(4-(1-((S)-2-decanamido-3-(hexylamino)-3-oxopropyl)-1H-1,2,3-triazol-4-yl)benzoyl)-N3,N4-bis((1S,2R)-2-phenylcyclopropyl)pyrrolidine-3,4-dicarboxamide C(CCCCCCCCC)(=O)N[C@@H](CN1N=NC(=C1)C1=CC=C(C(=O)N2C[C@H]([C@@H](C2)C(=O)N[C@@H]2[C@H](C2)C2=CC=CC=C2)C(=O)N[C@@H]2[C@H](C2)C2=CC=CC=C2)C=C1)C(=O)NCCCCCC